5-methoxy-7-(1-methylindazol-5-yl)thieno[2,3-c]pyridine COC=1C=C2C(=C(N1)C=1C=C3C=NN(C3=CC1)C)SC=C2